ClC=1C=C(C=CC1)S(=O)(=O)C1=C2C=CC=NC2=C(C=C1)O 5-(3-chlorophenyl)sulfonylquinolin-8-ol